CC=1N(C(=CN1)[N+](=O)[O-])COCC#C 2-methyl-5-nitro-1-((prop-2-yn-1-yloxy)methyl)-1H-imidazole